2-(4-((8-chloro-5H-pyrido[3,2-b]indol-5-yl)methyl)phenyl)-N-hydroxyacetamide ClC1=CC=2C3=C(N(C2C=C1)CC1=CC=C(C=C1)CC(=O)NO)C=CC=N3